9-(4-chloro-2-fluoro-phenyl)-7-[rac-(2R,4S)-2-(1-cyclopropylpyrazol-4-yl)tetrahydropyran-4-yl]-2-(difluoromethyl)-3-methyl-pyrimido[1,2-b]pyridazin-4-one ClC1=CC(=C(C=C1)C=1C=2N(N=C(C1)[C@@H]1C[C@@H](OCC1)C=1C=NN(C1)C1CC1)C(C(=C(N2)C(F)F)C)=O)F |r|